(pyrrolidin-1-yl)quinolin-7-ol N1(CCCC1)C1=NC2=CC(=CC=C2C=C1)O